3,4,5-trimethyloxazolinium C[N+]1=COC(C1C)C